CN(C(OC1=CC2=C(C(=C(C(O2)=O)CC2=C(C(=CC=C2)NS(NC)(=O)=O)F)CN(C)C)C(=C1)OC)=O)C 4-((Dimethylamino) methyl)-3-(2-fluoro-3-((N-methylsulfamoyl) amino) benzyl)-5-methoxy-2-oxo-2H-benzopyran-7-yl dimethylcarbamate